COC1=CC=C(C=C1)CN1C(C2=C(C=CC=C2CC1)N1CC(=CC=C1)C(=O)N)=O 1-N-{2-[(4-methoxyphenyl)methyl]-1-oxo-1,2,3,4-tetrahydroisoquinolin-8-yl}pyridine-3-carboxamide